2,5-dipentoxybenzene-1,4-dicarboxylate C(CCCC)OC1=C(C=C(C(=C1)C(=O)[O-])OCCCCC)C(=O)[O-]